C(C)OC(=O)C1=C(NC(=C1)C1=CC=C(C=C1)[N+](=O)[O-])N 2-amino-5-(4-nitrophenyl)-1H-pyrrole-3-carboxylic acid ethyl ester